C(=O)O.C(=O)O.C12(CC3CC(CC(C1)C3)C2)NC2=NC(=NC(=N2)OCCOCCOCCOCCOCCOCCN)N2CCN(CC2)CCF N-((3s,5s,7s)-adamantan-1-yl)-4-((17-amino-3,6,9,12,15-pentaoxaheptadecyl)oxy)-6-(4-(2-fluoroethyl)piperazin-1-yl)-1,3,5-triazin-2-amine diformate